FC=1C=C(C=NC1)C1=CC=NC(=C1F)C 5,5'-Difluoro-6'-methyl-[3,4'-bipyridine]